4-(4-([1,1'-biphenyl]-4-yl)-6-(4-(4,4,5,5-tetramethyl-1,3,2-dioxaborolan-2-yl)phenyl)-1,3,5-triazin-2-yl)benzonitrile C1(=CC=C(C=C1)C1=NC(=NC(=N1)C1=CC=C(C=C1)B1OC(C(O1)(C)C)(C)C)C1=CC=C(C#N)C=C1)C1=CC=CC=C1